p-hydroxy-propyl-acetophenone OC1=CC=C(C=C1)C(CCCC)=O